Methanol Choline OCC[N+](C)(C)C.CO